NC1=CC=C(C=C1)NCC1(CN(C1)C(=O)C1=C(C(=C(C=C1)F)F)NC1=C(C=C(C=C1)I)F)O 3-{[(4-aminophenyl)amino]methyl}-1-({3,4-difluoro-2-[(2-fluoro-4-iodophenyl)amino]phenyl}carbonyl)azetidin-3-ol